FC1=C(COC2=CC=CC(=N2)C2CCN(CC2)C(=O)[O-])C=CC(=C1)C(=O)OC 4-(6-((2-fluoro-4-(methoxycarbonyl) Benzyl)oxy)pyridin-2-yl)piperidine-1-carboxylate